N-[5-(2,6-difluoro-4-methoxyphenyl)-2-{6-[4-(3-hydroxypropyl)piperazin-1-yl]pyridin-2-yl}-1-methyl-3-oxo-2,3-dihydro-1H-pyrazol-4-yl]-4-(difluoromethoxy)benzamide FC1=C(C(=CC(=C1)OC)F)C1=C(C(N(N1C)C1=NC(=CC=C1)N1CCN(CC1)CCCO)=O)NC(C1=CC=C(C=C1)OC(F)F)=O